Cl.N1C=NC=C1 Imidazol hydrochloride